3-(4-cyclopropyl-6-methoxypyrimidin-5-yl)-1-(difluoromethyl)-5-(4-(1-methyl-4-(trifluoromethyl)-1H-imidazol-2-yl)phenyl)-4,5,6,7-tetrahydro-1H-pyrazolo[4,3-c]pyridine C1(CC1)C1=NC=NC(=C1C1=NN(C2=C1CN(CC2)C2=CC=C(C=C2)C=2N(C=C(N2)C(F)(F)F)C)C(F)F)OC